FC1=C(CC2(N=C(C=3C(=N2)N(NC3)C3CCNCC3)NC3=NNC(=C3)C)N)C=CC(=C1)F 6-(2,4-difluorobenzyl)-N4-(5-methyl-1H-pyrazol-3-yl)-1-(piperidin-4-yl)-1H-pyrazolo[3,4-d]pyrimidine-4,6-diamine